tert-butyl 8-((tert-butyldiphenylsilyl) oxy)-3-hydroxy-2,2-dimethyloctanate [Si](C1=CC=CC=C1)(C1=CC=CC=C1)(C(C)(C)C)OCCCCCC(C(C(=O)OC(C)(C)C)(C)C)O